CN1N=CC(=C1)B1OC(C(O1)(CO)CO)(CO)CO 1-methyl-4-(4,4,5,5-tetramethylol-1,3,2-dioxaborolan-2-yl)-1H-pyrazole